1-methyl-2-oxo-4-[4-(4-phenoxyphenyl)piperidin-1-yl]-1,2-dihydroquinoline-3-carbonitrile CN1C(C(=C(C2=CC=CC=C12)N1CCC(CC1)C1=CC=C(C=C1)OC1=CC=CC=C1)C#N)=O